Pyrrole-5-carboxylic acid methyl ester COC(=O)C1=CC=CN1